(2-phenylazetidin-1-yl)-1,3,4-oxadiazole C1(=CC=CC=C1)C1N(CC1)C=1OC=NN1